ClC1=C(C(=C(C=C1OC)OC)Cl)C1=CC2=C(N=C(N=C2)N[C@@H]2COCC[C@@H]2NC(C=C)=O)C(N1)=O N-((3S,4S)-3-((6-(2,6-dichloro-3,5-dimethoxyphenyl)-8-oxo-7,8-dihydropyrido[3,4-d]pyrimidin-2-yl)amino)tetrahydro-2H-pyran-4-yl)acrylamide